[1-14C]palmitic acid [14C](CCCCCCCCCCCCCCC)(=O)O